monoisodecyl maleate C(\C=C/C(=O)[O-])(=O)OCCCCCCCC(C)C